Methyl (R)-3-Cyclopropyl-2-Hydroxypropanoate C1(CC1)C[C@H](C(=O)OC)O